tert-butyl 4-(3-chloro-2-{[4-(4-methylphenyl)piperidine-1-carbonyl]amino}phenyl)-3,6-dihydropyridine-1(2H)-carboxylate ClC=1C(=C(C=CC1)C=1CCN(CC1)C(=O)OC(C)(C)C)NC(=O)N1CCC(CC1)C1=CC=C(C=C1)C